C(C)C=1C=NN2C1N=C(N=C2N(CC2=NC1=C(N2COCC[Si](C)(C)C)C=CC=C1)CC1=CC=C(C=C1)OC)N1CCOCC1 8-ethyl-N-(4-methoxybenzyl)-2-(morpholin-4-yl)-N-[(1-{[2-(trimethylsilyl)ethoxy]methyl}-1H-benzimidazol-2-yl)methyl]pyrazolo[1,5-a][1,3,5]triazin-4-amine